4-(9-chloro-10-(2,4-difluorophenyl)-5-oxo-2,3-dihydro-5H-[1,4]thiazino[2,3,4-ij]quinazolin-7-yl)-3-methylpiperazine-1-carboxylate ClC=1C=C2C(=NC(N3C2=C(C1C1=C(C=C(C=C1)F)F)SCC3)=O)N3C(CN(CC3)C(=O)[O-])C